C(CC)NCC(=O)O propylglycine